C(#N)C1=NC2=CC(=CC(=C2N=C1N1CCN(CC1)C1=CC=C(C=C1)C#N)[C@@H](C)NC1=C(C(=O)O)C=CC=C1)C (R)-2-((1-(2-cyano-3-(4-(4-cyano-phenyl)piperazin-1-yl)-7-methylquinoxalin-5-yl)ethyl)amino)benzoic acid